C[C@]12CC[C@@H]([C@]([C@@H]1CC[C@@]3([C@@H]2CC=C4[C@]3(CC[C@@]5([C@H]4CC(C[C@H]5O)(C)C)C)C)C)(C)CO)O[C@H]6[C@@H]([C@H]([C@@H]([C@H](O6)C(=O)[O-])O)O)O[C@H]7[C@@H]([C@H]([C@H]([C@H](O7)CO)O)O)O The molecule is the monocarboxylic acid anion formed by removal of a proton from the carboxy group of soyasaponin III. It is the major microspecies present at pH 7.3. It is a carbohydrate acid derivative anion and a monocarboxylic acid anion. It is a conjugate base of a soyasaponin III.